FC(C1=NC=NC(=C1)C)F 4-difluoromethyl-6-methylpyrimidine